2-[3-methoxy-4-(3-piperidinopropoxy)phenylamino]-4-[8-(trifluoromethyl)-3-quinolylamino]pyrimidine COC=1C=C(C=CC1OCCCN1CCCCC1)NC1=NC=CC(=N1)NC=1C=NC2=C(C=CC=C2C1)C(F)(F)F